2-(1-(3-chlorophenyl)cyclopropyl)-6-(2-(naphthalen-2-yl)acetyl)-3,5,6,7,8,9-hexahydro-4H-pyrimido[5,4-c]azepin-4-one ClC=1C=C(C=CC1)C1(CC1)C=1NC(C=2CN(CCCC2N1)C(CC1=CC2=CC=CC=C2C=C1)=O)=O